C(#N)[C@@H](C[C@@H]1C(NCC1)=O)NC(=O)[C@H]1N([C@@H]2CC([C@H]1CC2)(F)F)C([C@H](NC(C(F)(F)F)=O)CC(C)C)=O (1S,3S,4S)-N-((R)-1-cyano-2-((R)-2-oxopyrrolidin-3-yl)ethyl)-5,5-difluoro-2-((2,2,2-trifluoroacetyl)-D-leucyl)-2-azabicyclo[2.2.2]octane-3-carboxamide